FC=1C=C2CCC(C2=CC1)C1=C(C(=O)Cl)C=CC(=C1)C(F)(F)F 2-(5-fluoro-2,3-dihydro-1H-inden-1-yl)-4-(trifluoromethyl)benzoyl chloride